C(C)C1=CC=C(C=C1)N1N=CC(=C1)C=1C=C2C(=CNC2=CC1)NC(O)=O.ClC=1C(=CC(=C(C1)S(=O)(=O)N(C1=NC(=CC=C1)F)CC1=C(C=C(C=C1)OC)OC)F)N[C@@H](C)C1=CC=C(C=C1)Cl (S)-5-chloro-4-((1-(4-chlorophenyl)ethyl)amino)-N-(2,4-dimethoxybenzyl)-2-fluoro-N-(6-fluoropyridin-2-yl)benzenesulfonamide [5-[1-(4-ethylphenyl)pyrazol-4-yl]-1H-indol-3-yl]carbamate